ClC=1C=C2C=C(NC2=CC1OCC=1N=CSC1)CNC(=O)C1(CC1)COC N-((5-chloro-6-(thiazol-4-ylmethoxy)-1H-indol-2-yl)methyl)-1-(methoxymethyl)cyclopropane-1-carboxamide